C1=NC(=C2C(=N1)N(C=N2)[C@H]3[C@@H]([C@@H]([C@H](O3)COP(=O)(O)OS(=O)(=O)O)O)O)N adenosine 5-phosphosulfate